Tert-butyl 5-(1-(tert-butoxycarbonyl) piperidin-4-yl)-2-(3,4-dimethoxyphenyl)-3-ethyl-1H-indole-1-carboxylate C(C)(C)(C)OC(=O)N1CCC(CC1)C=1C=C2C(=C(N(C2=CC1)C(=O)OC(C)(C)C)C1=CC(=C(C=C1)OC)OC)CC